8-(2-chloro-3-methylphenyl)-9-(4-(fluoro(1-(3-fluoropropyl)azetidin-3-yl)methyl)phenyl)-6,7-dihydro-5H-benzo[7]annulene-3-carboxylic acid ClC1=C(C=CC=C1C)C=1CCCC2=C(C1C1=CC=C(C=C1)C(C1CN(C1)CCCF)F)C=CC(=C2)C(=O)O